O=C1N(C=CC(=C1C(=O)N)OCC)C1=CC=C(C=C1)Cl 2-oxo-4-ethoxy-1-(4-chlorophenyl)-1,2-dihydropyridine-3-carboxamide